C(C)(C)OC1=NC(=CC2=CN=C(C=C12)Cl)C#N 1-(isopropoxy)-7-chloro-2,6-naphthyridine-3-carbonitrile